tert-butyl (R)-2-((1-(2-(4,4-dimethylpiperidin-1-yl)-3-iodo-6-methyl-4-oxo-4H-chromen-8-yl)ethyl)amino)benzoate CC1(CCN(CC1)C=1OC2=C(C=C(C=C2C(C1I)=O)C)[C@@H](C)NC1=C(C(=O)OC(C)(C)C)C=CC=C1)C